3,4-Dimethoxybenzeneacrylic acid methyl-N-[[5-[1-(4-cyclopropyl-2,6-difluoro-phenyl)pyrazol-3-yl]-2-methyl-phenyl]methyl]carbamate COC(NCC1=C(C=CC(=C1)C1=NN(C=C1)C1=C(C=C(C=C1F)C1CC1)F)C)=O.COC=1C=C(C=CC1OC)C=CC(=O)O